5-(4-(pyrimidin-2-yl)piperazin-1-yl)-1-tosyl-1H-indole-3-carbaldehyde N1=C(N=CC=C1)N1CCN(CC1)C=1C=C2C(=CN(C2=CC1)S(=O)(=O)C1=CC=C(C)C=C1)C=O